11-methacryloxy-1,1-undecanedicarboxylic acid C(C(=C)C)(=O)OCCCCCCCCCCC(C(=O)O)C(=O)O